COC1=CC2=C3C(N=C2C=C1)=C(NCC3)C 6-methoxy-1-methyl-3,4-dihydro-2H-pyrido[3,4-b]indole